ClC=1C(=CC(=C(C1)C1=C(C=C(C=C1)F)NCCN(C)C)F)C(=O)NC=1C=NC(=C(C1)Cl)N1N=CC=N1 5-chloro-N-(5-chloro-6-(2H-1,2,3-triazol-2-yl)pyridin-3-yl)-2'-((2-(dimethylamino)ethyl)amino)-2,4'-difluoro-[1,1'-biphenyl]-4-carboxamide